5-(3,4-difluorophenyl)-N-[3-fluoro-4-[(7-methoxy-1,5-naphthyridin-4-yl)oxy]phenyl]-4-hydroxy-2-methylpyridine-3-carboxamide FC=1C=C(C=CC1F)C=1C(=C(C(=NC1)C)C(=O)NC1=CC(=C(C=C1)OC1=CC=NC2=CC(=CN=C12)OC)F)O